[4-chloro-(3-trifluoromethylbenzoylamino)phenyl]carbamic acid t-butyl ester C(C)(C)(C)OC(NC1=C(C=C(C=C1)Cl)NC(C1=CC(=CC=C1)C(F)(F)F)=O)=O